ClC1=CC(=C(C=C1)/C=C/C(=O)N1NCCC[C@H]1C(=O)N[C@H](C(=O)OC)C[C@H]1C(NCC1)=O)F Methyl (2S)-2-[[(3S)-2-[(E)-3-(4-chloro-2-fluoro-phenyl)prop-2-enoyl]hexahydropyridazine-3-carbonyl]amino]-3-[(3S)-2-oxopyrrolidin-3-yl]propanoate